(S)-3-(1-aminoethyl)-6-chloro-7-(cyclopropyl-methoxy)quinolin-2(1H)-one N[C@@H](C)C=1C(NC2=CC(=C(C=C2C1)Cl)OCC1CC1)=O